NC1=CC(=C(OC2CCC(CC2)N2CCS(CC2)(=O)=O)C=C1)OC 4-((1s,4s)-4-(4-amino-2-methoxyphenoxy)cyclohexyl)thiomorpholine 1,1-dioxide